ClC[N-]C chloro-N,N-dimethylamide